ClC1=C(C=CC=C1)[C@@]1(C(CCCC1)=O)NC |r| (S)-(±)-2-(2-Chlorophenyl)-2-(methylamino)cyclohexan-1-on